1-(3-chloro(2-pyridyl))-4-(methyl-amino)-7-(trifluoromethyl)pyrido[2,3-d]-pyrimidin-2(1H)-one ClC=1C(=NC=CC1)N1C(N=C(C2=C1N=C(C=C2)C(F)(F)F)NC)=O